S(=O)(=O)(Cl)Cl.[P] phosphorus sulfonyl chloride